BrN(C=O)CC1=CC=CC=C1 bromo-N-benzylformamide